C(=CC)N1C[C@@H](CCC1)NC=1C2=C(N=CN1)NC=C2C(=O)OCC ethyl (R)-4-((1-propenylpiperidin-3-yl) amino)-7H-pyrrolo[2,3-d]pyrimidine-5-carboxylate